C[Si]1(O[Si](O[Si](O[Si](O[Si](O[SiH2]O1)(C)C)(C)C)(C)C)(C)C)C decamethyl-cyclohexasiloxane